6-methyl-4-(1-methyl-3-(6-methylpyridin-2-yl)-1H-pyrazol-4-yl)-1H-pyrazolo[3,4-b]Pyridine CC1=CC(=C2C(=N1)NN=C2)C=2C(=NN(C2)C)C2=NC(=CC=C2)C